3-(tert-butyl-4-hydroxy-5-methyl-phenyl)-propionate C(C)(C)(C)C1=C(C=C(C(=C1)O)C)CCC(=O)[O-]